N-(fluorosilyl)-2-methylindoline F[SiH2]N1C(CC2=CC=CC=C12)C